2-(3-ethyl-3-((R)-1-(3-(8-methoxyimidazo[1,2-a]pyrazin-6-yl)phenyl)ethyl)ureido)-3,3,3-trifluoropropyl dimethylcarbamate CN(C(OCC(C(F)(F)F)NC(=O)N([C@H](C)C1=CC(=CC=C1)C=1N=C(C=2N(C1)C=CN2)OC)CC)=O)C